tert-butyl (R)-1-(4-fluorophenyl)-4a-picolinoyl-1,4,4a,5,7,8-hexahydro-6H-pyrazolo[3,4-g]isoquinoline-6-carboxylate FC1=CC=C(C=C1)N1N=CC2=C1C=C1CCN(C[C@]1(C2)C(C2=NC=CC=C2)=O)C(=O)OC(C)(C)C